3-(4-(5-cyclopropoxy-3-(2-hydroxypropan-2-yl)pyridin-2-yl)phenyl)-N-(4-fluorophenyl)oxetan-3-carboxamide C1(CC1)OC=1C=C(C(=NC1)C1=CC=C(C=C1)C1(COC1)C(=O)NC1=CC=C(C=C1)F)C(C)(C)O